N-(5-bromo-2-(trifluoromethoxy)phenyl)acrylamide BrC=1C=CC(=C(C1)NC(C=C)=O)OC(F)(F)F